2-[3,5-dichloro-4-[[3-(4-fluorophenyl)-4-hydroxy-phenyl]methyl]phenoxy]-N-methylsulfonyl-acetamide ClC=1C=C(OCC(=O)NS(=O)(=O)C)C=C(C1CC1=CC(=C(C=C1)O)C1=CC=C(C=C1)F)Cl